methyl 2-morpholin-2-ylacetate hydrochloride Cl.N1CC(OCC1)CC(=O)OC